4-Oxo-4-(1-(2-tolyl)-3,4-dihydro-1H-isoquinolin-2-yl)-N-[[4-(trifluoromethyl)-phenyl]methyl]butyric acid amide O=C(CCC(=O)NCC1=CC=C(C=C1)C(F)(F)F)N1C(C2=CC=CC=C2CC1)C1=C(C=CC=C1)C